2-amino-6-(3,5-difluorophenyl)-5-(4-methylquinazolin-6-yl)nicotinonitrile NC1=C(C#N)C=C(C(=N1)C1=CC(=CC(=C1)F)F)C=1C=C2C(=NC=NC2=CC1)C